ClC=1C(=NC(=C(C(=O)NC2=CC(=C(C=C2)F)C(N)=NO)C1)N1CCC(CCC1)(F)F)N(C)C 5-chloro-2-(4,4-difluoroazepan-1-yl)-6-(dimethylamino)-N-(4-fluoro-3-(N'-hydroxyamidino)phenyl)nicotinamide